FC(C(=O)[O-])(F)F.C(C)(C)(C)OC(C[N+]1(CCC(CC1)C(=O)O)CCN(C)C)=O 1-(2-tert-butoxy-2-oxo-ethyl)-1-[2-(dimethylamino)ethyl]piperidin-1-ium-4-carboxylic acid trifluoroacetate salt